C(C1=CC=CC=C1)(=O)OCC1=CC[C@H](CC1)C(C)(C)O (S)-8-hydroxy-p-menth-1-en-7-yl benzoate